N1C(=NC2=C1C=CC=C2)CCNCCC=2SC(=C(N2)C(=O)NCC2=NC=C(C=N2)C)Cl 2-(2-{[2-(1H-1,3-Benzodiazol-2-yl)ethyl]amino}ethyl)-5-chloro-N-[(5-methylpyrimidin-2-yl)methyl]-1,3-thiazole-4-carboxamide